NC1=C(C(=NC(=N1)CC1=CC=C(C=C1)Cl)OCCO)OC1=C(C=CC=C1)OC 2-((6-amino-2-(4-chlorobenzyl)-5-(2-methoxyphenoxy)pyrimidin-4-yl)oxy)ethan-1-ol